S(=O)(=O)(O)N[C@@H]([C@H](O)C)C(=O)O sulfothreonine